(1-phenyl)piperidine C1(=CC=CC=C1)N1CCCCC1